C(C)OCOC1=C(C(=CC(=C1)C(F)(F)F)C)C=1C=CC=2C(N1)=NN(C2O)[C@@H]2CCC(N(C2)C)=O |r| (R and S)-5-(6-(2-(ethoxymethoxy)-6-methyl-4-(trifluoromethyl)phenyl)-3-hydroxy-2H-pyrazolo[3,4-b]pyridin-2-yl)-1-methylpiperidin-2-one